C[C@@H]1O[C@@H](CN([C@@H]1CNC1=NC=C(C(=N1)C)C(F)(F)F)C(=O)C1=NC(=CC=C1C1=NC=C(C=N1)C)C)C ((2S,3R,6R)-2,6-Dimethyl-3-(((4-methyl-5-(trifluoromethyl)pyrimidin-2-yl)amino)methyl)morpholino)(6-methyl-3-(5-methylpyrimidin-2-yl)pyridin-2-yl)methanone